CC=1C=C(C(O)=CC1)O 4-methylcatecholE